methyl (1r,3s)-3-[(3R)-3-(azetidin-3-yl) piperidin-1-yl]-1-methylcyclobutane-1-carboxylate N1CC(C1)[C@@H]1CN(CCC1)C1CC(C1)(C(=O)OC)C